4,4-dimethyl-6-(7H-pyrrolo[2,3-d]pyrimidin-5-yl)-3,4-dihydroisoquinolin-1(2H)-one CC1(CNC(C2=CC=C(C=C12)C1=CNC=2N=CN=CC21)=O)C